CS(=O)(=O)N[C@H](C)C1=CC=CC(=N1)CN1N=NC(=C1)C1=CC(=NC(=N1)N)C=1C=C(C#N)C=CC1 m-{6-[1-({6-[(R)-1-(methylsulfonylamino)ethyl]-2-pyridinyl}methyl)-1H-1,2,3-triazol-4-yl]-2-amino-4-pyrimidinyl}benzonitrile